(S)-2-((tert-butoxycarbonyl)amino)-3-(1-methyl-1H-benzo[d]imidazol-2-yl)propanoic acid C(C)(C)(C)OC(=O)N[C@H](C(=O)O)CC1=NC2=C(N1C)C=CC=C2